4-[4-(1,3-benzothiazol-2-yl)piperidin-1-yl]-1-methyl-2-oxo-7-(2-oxopyrrolidin-1-yl)-1,2-dihydroquinoline-3-carboxamide S1C(=NC2=C1C=CC=C2)C2CCN(CC2)C2=C(C(N(C1=CC(=CC=C21)N2C(CCC2)=O)C)=O)C(=O)N